1-phenyl-2-pentanol C1(=CC=CC=C1)CC(CCC)O